N-[4-(2-morpholinoethoxy)-2-nitro-phenyl]acetamide O1CCN(CC1)CCOC1=CC(=C(C=C1)NC(C)=O)[N+](=O)[O-]